C(#N)C=1C=CC=C2NC[C@@H](NC12)[C@@H](C1=CC=CC=C1)NCCC=1C(=C(C=CC1)[C@@H](C(=O)O)C)F |o1:28| (S or R)-2-(3-(2-(((R)-((R)-8-cyano-1,2,3,4-tetrahydroquinoxalin-2-yl)(phenyl)methyl)amino)ethyl)-2-fluorophenyl)propanoic acid